C(=C)C=1C=C2C=CC(=CC2=CC1)C(C(=O)N)C 2-(6-vinylnaphthalene-2-yl)propionamide